ClC1=CC(=C(C=C1)CN1C(C2=CC(=CC(=C2[C@]1(OC)C1=CC=C(C=C1)Cl)F)C(CC)(O)C1(CCNCC1)F)=O)S(=O)(=O)C (3R)-2-[(4-chloro-2-methanesulfonylphenyl)methyl]-3-(4-chlorophenyl)-4-fluoro-6-[1-(4-fluoropiperidin-4-yl)-1-hydroxypropyl]-3-methoxy-2,3-dihydro-1H-isoindol-1-one